C(C)(C)(C)C1=CC=C(O1)C1CC(CC1)C1=CC(=NN1)NC1=C(C2=C(NS(C2)(=O)=O)C=C1)F 5-((5-(3-(5-(tert-butyl)furan-2-yl)cyclopentyl)-1H-pyrazol-3-yl)amino)-4-fluoro-1,3-dihydrobenzo[c]isothiazole 2,2-dioxide